CP(=O)(C)C1=CC(=C(C=C1F)C1=CC2=C(N=C3N2[C@H]2C4=C(C(N([C@@H]3C2)C([2H])([2H])[2H])=O)C=CC=C4O)C=C1)F (7R,14R)-11-(4-(dimethylphosphoryl)-2,5-difluorophenyl)-1-hydroxy-6-(methyl-d3)-6,7-dihydro-7,14-methanobenzo[f]benzo[4,5]imidazo[1,2-a][1,4]diazocin-5(14H)-one